2-benzyl 3-methyl (3S,4R)-4-methyl-4-(3-((3aS,4S,6S)-3a,5,5-trimethylhexahydro-4,6-methanobenzo[d][1,3,2]dioxaborol-2-yl)propyl)-2-azabicyclo[3.1.0]hexane-2,3-dicarboxylate C[C@@]1([C@H](N(C2CC12)C(=O)OCC1=CC=CC=C1)C(=O)OC)CCCB1O[C@@]2(C(O1)C[C@H]1C([C@@H]2C1)(C)C)C